CC1C=C(CN(C1)CCCCC)C1=CNC=2N=CN=CC21 5-(5-Methyl-1-pentyl-1,2,5,6-tetrahydropyridin-3-yl)-7H-pyrrolo[2,3-d]pyrimidine